4-(2-methoxyethyl)-1-(3-(6-(6-(piperazin-1-yl)pyridin-3-yl)benzo[d]thiazol-2-yl)-4,5,6,7-tetrahydrothieno[2,3-c]pyridin-2-yl)piperazin-2-one COCCN1CC(N(CC1)C1=C(C2=C(CNCC2)S1)C=1SC2=C(N1)C=CC(=C2)C=2C=NC(=CC2)N2CCNCC2)=O